(S,E)-2-(1-(Cyclopropylsulfonyl)-2-methylpyrrolidin-2-yl)-N-((1,2,3,5,6,7-hexahydro-s-indacen-4-yl)carbamoyl)ethen-1-sulfonamid C1(CC1)S(=O)(=O)N1[C@](CCC1)(C)/C=C/S(=O)(=O)NC(NC1=C2CCCC2=CC=2CCCC12)=O